8-(6-bromo-3-ethylsulfanyl-5-fluoro-7,9-dihydrofuro[3,4-f]quinazolin-1-yl)-3-azabicyclo[3.2.1]octane-3,8-dicarboxylic acid O3-tert-butyl ester O8-methyl ester COC(=O)C1(C2CN(CC1CC2)C(=O)OC(C)(C)C)C2=NC(=NC=1C(=C(C3=C(C21)COC3)Br)F)SCC